methyl 3-(9-((4-(((tert-butoxycarbonyl)amino)methyl)-2,6-dimethylphenyl)carbamoyl)-4,5-dihydrobenzo[b]thieno[2,3-d]oxepin-8-yl)-6-((3,5-dimethoxyphenyl)carbamoyl)picolinate C(C)(C)(C)OC(=O)NCC1=CC(=C(C(=C1)C)NC(=O)C1=CC2=C(OCCC3=C2SC=C3)C=C1C=1C(=NC(=CC1)C(NC1=CC(=CC(=C1)OC)OC)=O)C(=O)OC)C